Cl.NC1(CCC1)C=1C=C(C(=O)NC2=CC=3NC4=CC(=C(C=C4C3C=C2)F)F)C=CC1 3-(1-aminocyclobutyl)-N-(6,7-difluoro-9H-carbazol-2-yl)benzamide hydrochloride